COC=1C=C(N=NC1OC)N1CCC(CC1)C(C)=O 1-(1-(5,6-dimethoxypyridazin-3-yl)piperidin-4-yl)ethan-1-one